ethyl-N-(1-(2-methyl-3-(trifluoromethyl)phenyl)ethylidene)propane-2-sulfinamide C(C)CC(C)S(=O)N=C(C)C1=C(C(=CC=C1)C(F)(F)F)C